C1(=CC=CC=C1)NCCC[Si](OC)(OC)OC (N-phenyl)-γ-aminopropyl-trimethoxysilane